N1CC(CCC1)CO 3-piperidylmethanol